4,4,5,5-tetramethyl-2-(spiro[fluorene-9,9'-xanthen]-2'-yl)-1,3,2-dioxaborolane CC1(OB(OC1(C)C)C1=CC=2C3(C4=CC=CC=C4OC2C=C1)C1=CC=CC=C1C=1C=CC=CC13)C